Ethyl (3Z)-3-[(dimethylamino)methylidene]-4-oxocyclopentane-1-carboxylate CN(C)\C=C/1\CC(CC1=O)C(=O)OCC